rac-Benzyl ether C(C1=CC=CC=C1)OCC1=CC=CC=C1